(2S,4R)-1-[(2R)-2-[3-(2,7-diazaspiro[3.5]nonan-2-yl)isoxazol-5-yl]-3-methyl-butanoyl]-4-hydroxy-N-[[4-(4-methylthiazol-5-yl)phenyl]methyl]pyrrolidine-2-carboxamide C1N(CC12CCNCC2)C2=NOC(=C2)[C@H](C(=O)N2[C@@H](C[C@H](C2)O)C(=O)NCC2=CC=C(C=C2)C2=C(N=CS2)C)C(C)C